BrC1CC(C1)OC1CCNCC1 4-(3-bromocyclobutoxy)piperidine